(R)-N-(3-(5-((1-acryloylpiperidin-3-yl)methoxy)-6-aminopyrimidin-4-yl)-5-fluoro-2-methylphenyl)-4-cyclopropyl-2-fluorobenzamide C(C=C)(=O)N1C[C@@H](CCC1)COC=1C(=NC=NC1N)C=1C(=C(C=C(C1)F)NC(C1=C(C=C(C=C1)C1CC1)F)=O)C